(2S)-6-(benzyloxy)-2,5,7,8-tetramethyl-2-((3E,7E)-4,8,12-trimethyl-2-(phenylsulfonyl)tridecane-3,7,11-trien-1-yl)chromane C(C1=CC=CC=C1)OC=1C(=C2CC[C@](OC2=C(C1C)C)(CC(\C=C(\CC\C=C(\CCC=C(C)C)/C)/C)S(=O)(=O)C1=CC=CC=C1)C)C